ClC1=CC=C2C(=C(C(N(C2=C1)C1=CC=CC=C1)=O)C(=O)NC)Cl 7-chloro-4-chloro-N-methyl-2-oxo-1-phenyl-1,2-dihydroquinoline-3-carboxamide